C1(CC1)C=1N=NN(C1)[C@H](C(=O)N1[C@@H](C[C@H](C1)O)C(=O)NCCC=1N=C2N(C(=CC=C2)C)C1)C(C)(C)C (2S,4R)-1-[(2S)-2-(4-cyclopropyltriazol-1-yl)-3,3-dimethyl-butanoyl]-4-hydroxy-N-[2-(5-methylimidazo[1,2-a]pyridin-2-yl)ethyl]pyrrolidine-2-carboxamide